(R)-3-cyclopropyl-1-(4-methoxybenzyl)-2-oxopyrrolidine-3-carboxylic acid C1(CC1)[C@]1(C(N(CC1)CC1=CC=C(C=C1)OC)=O)C(=O)O